1-[4-(2,3-Dimethylphenyl)piperazin-1-yl]-2-{3-[4-(2,2,2-trifluoroethyl)piperazin-1-carbonyl]-5,6-dihydrocyclopenta[c]pyrazol-1(4H)-yl}ethan-1-on CC1=C(C=CC=C1C)N1CCN(CC1)C(CN1N=C(C2=C1CCC2)C(=O)N2CCN(CC2)CC(F)(F)F)=O